FC1=C(C=C(C=C1)OC=1C(=C2C=CNC2=CC1F)SC)C=1OC=C(N1)C1(CC1)C=1C=C(C=CC1)CCC(=O)OC methyl 3-(3-(1-(2-(2-fluoro-5-((6-fluoro-4-(methylthio)-1H-indol-5-yl)oxy)phenyl)oxazol-4-yl)cyclopropyl)phenyl)propanoate